2-(isopropylcarbamoyl)-4-methylthiazole-5-carboxylic acid C(C)(C)NC(=O)C=1SC(=C(N1)C)C(=O)O